FC1=CC(=CC2=C1OCCN2C(C)C)C2=NC(=NC=C2)N[C@H]2[C@@H](COCC2)O (3S,4R)-4-((4-(8-fluoro-4-isopropyl-3,4-dihydro-2H-benzo[b][1,4]oxazin-6-yl)pyrimidin-2-yl)amino)tetra-hydro-2H-pyran-3-ol